Cl\C(=C(/C)\I)\C1=CC=CC=C1 (E)-(1-chloro-2-iodoprop-1-en-1-yl)benzene